C(C)(C)N1N=C(C(=C1C)O)C1=C(C=CC=C1)Cl 1-isopropyl-3-(2-chlorophenyl)-5-methyl-pyrazol-4-ol